Cl.C1(CC1)CC(C)(N)C1=NOC(=N1)C 1-cyclopropyl-2-(5-methyl-1,2,4-oxadiazol-3-yl)propan-2-amine hydrochloride